2-(4-(2-(3,4-dimethoxyphenyl)-3-isopropyl-1H-indol-5-yl)piperidin-1-yl)ethylamine COC=1C=C(C=CC1OC)C=1NC2=CC=C(C=C2C1C(C)C)C1CCN(CC1)CCN